pentaerythritol-tetrakis(stearyl thiopropionate) C(CCCCCCCCCCCCCCCCC)C(C(=S)OCC(COC(C(C)CCCCCCCCCCCCCCCCCC)=S)(COC(C(C)CCCCCCCCCCCCCCCCCC)=S)COC(C(C)CCCCCCCCCCCCCCCCCC)=S)C